ClCC(=O)NC=1C(=C(C(=C(C1I)C(=O)NCC(CO)O)I)C(=O)NCC(CO)O)I 5-chloroacetamido-N,N'-bis-(2,3-dihydroxypropyl)-2,4,6-triiodo-1,3-benzenedicarboxamide